C(\C=C\C)(=O)NC=1C(=C(C=CC1)C1=C2C(=C(NC2=C(C=C1)C(=O)N)C)C)C (E)-4-(3-(but-2-enoylamino)-2-methylphenyl)-2,3-dimethyl-1H-indole-7-carboxamide